N-(4-methylphenyl)-D-alaninamide hydrochloride Cl.CC1=CC=C(C=C1)NC([C@H](N)C)=O